(R)-3-hydroxy-1-methyl-3-(3-(3-(5-tosyl-5H-pyrrolo[2,3-b]pyrazin-7-yl)phenyl)isoxazol-5-yl)pyrrolidin-2-one O[C@@]1(C(N(CC1)C)=O)C1=CC(=NO1)C1=CC(=CC=C1)C1=CN(C2=NC=CN=C21)S(=O)(=O)C2=CC=C(C)C=C2